N,N-dimethylaniline maleate C(\C=C/C(=O)O)(=O)O.CN(C1=CC=CC=C1)C